OC(C[Na])C 2-hydroxypropyl-sodium